C12CNCC(CC1)N2C=2SC=1CN(CCC1N2)C(=O)C2=C(C=CC=C2)C (2-(3,8-diazabicyclo[3.2.1]octan-8-yl)-6,7-dihydrothiazolo[5,4-c]pyridin-5(4H)-yl)(o-tolyl)methanone